tert-Butyl 3-(4-(4-azidophenyl)-N-(benzyloxy)butanamido)propanoate N(=[N+]=[N-])C1=CC=C(C=C1)CCCC(=O)N(OCC1=CC=CC=C1)CCC(=O)OC(C)(C)C